4-((2R,4S)-1-((5-Methoxy-7-methyl-1H-indol-4-yl)methyl)-4-methylpiperidin-2-yl)phenylphosphonic Acid COC=1C(=C2C=CNC2=C(C1)C)CN1[C@H](C[C@H](CC1)C)C1=CC=C(C=C1)P(O)(O)=O